COC=1C=C(C=NC1)C1=CC2=C(N=C(S2)N)C=C1 6-(5-methoxypyridin-3-yl)benzothiazol-2-amine